FC=1C=C(C=CC1OC)C12CC(C1)(C2)C(=O)O (3-fluoro-4-methoxy-phenyl)bicyclo[1.1.1]Pentane-3-carboxylic acid